1'-[4-chloro-3-(trifluoromethyl)pyridin-2-yl]-2-(2-ethoxypyridin-3-yl)-7-pyrrolidin-3-ylspiro[6H-1,7-naphthyridine-5,4'-piperidine]-8-one ClC1=C(C(=NC=C1)N1CCC2(CC1)C=1C=CC(=NC1C(N(C2)C2CNCC2)=O)C=2C(=NC=CC2)OCC)C(F)(F)F